OCCOCCOCCOCCNC(OCC1=CC=CC=C1)=O Benzyl N-[2-[2-[2-(2-hydroxyethoxy)ethoxy]ethoxy]ethyl]carbamate